3,4-diaminobenzamidine NC=1C=C(C(=N)N)C=CC1N